Oct-6-ene-6-carboxamide CCCCCC(=CC)C(=O)N